C(C)(C)(C)[S@@](=O)\N=C\1/C2=CC(=CC=C2CC12CCN(CC2)C(=O)OC(C)(C)C)OC tert-butyl (R,Z)-1-((tert-butylsulfinyl)imino)-6-methoxy-1,3-dihydrospiro[indene-2,4'-piperidine]-1'-carboxylate